1-N-[4-[7-(2,6-dimethylpyridin-4-yl)quinolin-4-yl]oxyphenyl]-1-N'-(4-fluorophenyl)cyclopropane-1,1-dicarboxamide CC1=NC(=CC(=C1)C1=CC=C2C(=CC=NC2=C1)OC1=CC=C(C=C1)NC(=O)C1(CC1)C(=O)NC1=CC=C(C=C1)F)C